FC(C(=O)O)(F)F.FC(C(=O)O)(F)F.NCCOC=1N=C(C2=C(N1)C(=C(N=C2)C2=CC(=CC1=CC=CC=C21)O)F)N2C[C@H]1CC[C@@H](C2)N1C(=O)OC(C)(C)C tert-butyl (1R,5S)-3-(2-(2-aminoethoxy)-8-fluoro-7-(3-hydroxynaphthalen-1-yl)pyrido[4,3-d]pyrimidin-4-yl)-3,8-diazabicyclo[3.2.1]octane-8-carboxylate bis(2,2,2-trifluoroacetate)